C(C)[C@]1(C(OCC=2C(N3CC=4N(C5=CC=C(C=C5C(C4C3=CC21)=O)F)C2=C(C=CC(=C2)OC)CO)=O)=O)O (S)-4-ethyl-8-fluoro-4-hydroxy-11-(2-(hydroxymethyl)-5-methoxyphenyl)-1,12-dihydro-14H-pyrano[3',4':6,7]indolizino[2,1-b]quinoline-3,6,14(4H,11H)-trione